N-[(S)-1-(4-Chlorophenyl)-ethyl]-2-[3-(4-trifluoromethoxybenzyl)-3H-imidazo[4,5-b]pyridin-2-ylsulfanyl]-acetamid ClC1=CC=C(C=C1)[C@H](C)NC(CSC1=NC=2C(=NC=CC2)N1CC1=CC=C(C=C1)OC(F)(F)F)=O